C1(CC1)C(C)OC1=CC=C(N)C=C1 4-(1-cyclopropylethoxy)aniline